2-[(2R)-3-(3,4-dihydro-1H-isoquinolin-2-yl)-2-hydroxy-propyl]-6-(1,4-oxazepan-4-ylmethyl)-3,4-dihydroisoquinolin-1-one C1N(CCC2=CC=CC=C12)C[C@H](CN1C(C2=CC=C(C=C2CC1)CN1CCOCCC1)=O)O